N1=CC(=CC=C1)C=1C(NC(C1C1=CN2C3=C(C=CC=C13)CNCC2)=O)=O pyridin-3-yl-4-(1,2,3,4-tetrahydro-[1,4]diazepino-[6,7,1-hi]indol-7-yl)pyrrole-2,5-dione